CC1=CC(=NC(=N1)N1CCCC1)NC1=CC=C(C=C1)NC(=O)C1=CNC2=CC=CC=C12 N-(4-{[6-methyl-2-(1-pyrrolidinyl)-4-pyrimidinyl]amino}phenyl)-1H-indole-3-carboxamide